5-(cyclohexaneacetyl)amino-3-(1-isopropylpiperidin-4-yl)-1H-indole C1(CCCCC1)CC(=O)NC=1C=C2C(=CNC2=CC1)C1CCN(CC1)C(C)C